C1(CC1)CN1N=CC(=C1)C=1C=CC=2N(C1)N=CC2C#N 6-(1-(cyclopropylmethyl)-1H-pyrazol-4-yl)pyrazolo[1,5-a]pyridine-3-carbonitrile